(S)-1-(2,5-difluoro-phenyl)-2-fluoroethyl (1-methyl-4-(6-methyl-5-(methyl-sulfonamido)pyridin-2-yl)-1H-1,2,3-triazol-5-yl)carbamate CN1N=NC(=C1NC(O[C@H](CF)C1=C(C=CC(=C1)F)F)=O)C1=NC(=C(C=C1)NS(=O)(=O)C)C